Methyl 3-(benzo[d]oxazol-2-yl)benzoate O1C(=NC2=C1C=CC=C2)C=2C=C(C(=O)OC)C=CC2